C1(CC(CCC1)CN=C=O)CN=C=O cyclohexane-1,3-diyl-dimethylene diisocyanate